((difluoromethoxy)methyl)cyclobutanamine FC(OCC1(CCC1)N)F